ClC1=C(C=CC=C1C1=C(C(=NC=C1)C=1C=C2CCN(CC2=C(C1)Cl)CCCF)Cl)C1=CC=C(C(=N1)OC)CNC[C@H]1CCC(N1)=O (R)-5-((((6-(2-chloro-3-(3-chloro-2-(8-chloro-2-(3-fluoropropyl)-1,2,3,4-tetrahydroisoquinolin-6-yl)pyridin-4-yl)phenyl)-2-methoxypyridin-3-yl)methyl)amino)methyl)pyrrolidin-2-one